N1=CN=C(C(=C1N)N)N 4,5,6-pyrimidinetriamine